dibutyl-phosphonooxy-propyl-ammonium C(CCC)[N+](CCC)(OP(=O)(O)O)CCCC